4-((spiro[4.5]decan-8-ylthio)methyl)-1H-1,2,3-triazole C1CCCC12CCC(CC2)SCC=2N=NNC2